C(C[SiH3])(N)N 3-sila-propanediamine